N-(1-(7-aminoquinolin-5-yl)cyclopropyl)-5-(azetidin-2-ylmethoxy)-2-methylbenzamide NC1=CC(=C2C=CC=NC2=C1)C1(CC1)NC(C1=C(C=CC(=C1)OCC1NCC1)C)=O